C(C)(=O)C1=C(C2=C(N=C(N=C2)NC2=CC=C(C=N2)N2CCC(CC2)N2CCN(CC2)C2=CC(=C(C=C2)C2C(NC(CC2)=O)=O)F)N(C1=O)C1CCCC1)C 3-(4-(4-(1-(6-((6-acetyl-8-cyclopentyl-5-methyl-7-oxo-7,8-dihydropyrido[2,3-d]-pyrimidin-2-yl)amino)pyridin-3-yl)piperidin-4-yl)piperazin-1-yl)-2-fluorophenyl)piperidine-2,6-dione